rac-(3aR,5r,6aS)-5-benzyl-2-(2-hydroxy-2-(5-hydroxypyrazin-2-yl)ethyl)octahydrocyclopenta[c]pyrrol-5-ol C(C1=CC=CC=C1)C1(C[C@@H]2[C@@H](CN(C2)CC(C2=NC=C(N=C2)O)O)C1)O |r|